Cl.F[C@@H]1C[C@]2(CCCN2C1)CO ((2R,7aR)-2-Fluoro-hexahydro-1H-pyrrolizin-7a-yl)methanol hydrochloride